N1(CCCCCC1)C=1C=C(C=CC1C(=O)N1C(CNCC1)C=1SC=CC1)NC(=O)C1CC1 N-[3-(azepan-1-yl)-4-(2-thiophenylpiperazine-1-carbonyl)phenyl]cyclopropanecarboxamide